COC1=CC(=C(COC=2C=C3C(=CC(=NC3=CC2)C(=O)N2CCC(CC2)(C#N)C2=CC=CC=C2)C(=O)N2CCCCC2)C=C1)C(F)(F)F 1-(6-((4-methoxy-2-(tri-fluoromethyl)benzyl)oxy)-4-(piperidine-1-carbonyl)quinoline-2-carbonyl)-4-phenyl-piperidine-4-carbonitrile